[Mg].[Al] aluminum magnesium salt